C(#N)C=1C=C(C=CC1)S(=O)[O-].[Na+] sodium 3-cyanobenzenesulfinate